BrC1=C(C=NN(C1=O)C)N[C@@H]1C[C@@H](CN(C1)C)C1=CC=C(C(=O)N2CCC3(CC2)CCN(CC3)C3=CC=C(C=C3)C3C(NC(CC3)=O)=O)C=C1 3-[4-[3-[4-[(3R,5R)-5-[(5-bromo-1-methyl-6-oxo-pyridazin-4-yl)amino]-1-methyl-3-piperidyl]benzoyl]-3,9-diazaspiro[5.5]undecan-9-yl]phenyl]piperidine-2,6-dione